NN1C(=NC(=C1C(=O)N)C1=CC=C(C=C1)C(NC1=NC=CC=C1)=O)[C@H]1N(CCC1)C#N (S)-1-Amino-2-(1-cyanopyrrolidin-2-yl)-4-(4-(pyridin-2-ylcarbamoyl)phenyl)-1H-imidazol-5-carboxamid